N-(7-allyl-6,8-dioxo-6,7,8,9-tetrahydro-1H-purin-2-yl)acetamide C(C=C)N1C(NC=2N=C(NC(C12)=O)NC(C)=O)=O